2-vinyl-naphthalene-β-acrylic acid C(=C)C1(CC2=CC=CC=C2C=C1)C=CC(=O)O